N-[(4-cyclopropanesulfonylpyridin-2-yl)methyl]-1,3-thiazole-2-carboxamide C1(CC1)S(=O)(=O)C1=CC(=NC=C1)CNC(=O)C=1SC=CN1